tert-butyl 4-((3-bromopyridin-2-yl) methyl-d2)-4-cyanopiperidine-1-carboxylate BrC=1C(=NC=CC1)C(C1(CCN(CC1)C(=O)OC(C)(C)C)C#N)([2H])[2H]